tris(4-(1H-imidazol-1-yl)phenyl)amine N1(C=NC=C1)C1=CC=C(C=C1)N(C1=CC=C(C=C1)N1C=NC=C1)C1=CC=C(C=C1)N1C=NC=C1